ferrous threonate O=C([C@@H](O)[C@H](O)CO)[O-].[Fe+2].O=C([C@@H](O)[C@H](O)CO)[O-]